1-[7-[4-[3-Chloro-4-(cyclopropylmethoxy)-2-fluoro-anilino]pyrimido[5,4-d]pyrimidin-6-yl]-4,7-diazaspiro[2.5]octan-4-yl]prop-2-en-1-one ClC=1C(=C(NC=2C3=C(N=CN2)C=NC(=N3)N3CCN(C2(CC2)C3)C(C=C)=O)C=CC1OCC1CC1)F